(S)-2-isopropyl-5-(4-(pyrazolo[1,5-a]pyridin-2-yl)-1,4,6,7-tetrahydro-5H-imidazo[4,5-c]pyridin-5-yl)-1,3,4-oxadiazole C(C)(C)C=1OC(=NN1)N1[C@@H](C2=C(CC1)NC=N2)C2=NN1C(C=CC=C1)=C2